O=C1[C@H](CCC1)NC(OC(C)(C)C)=O (S)-tert-butyl (2-oxocyclopentyl)carbamate